CC1(C(C1)C(=O)O)C 2,2-dimethylcyclopropanecarboxylic acid